allyl 2,2-dimethyl-4-oxo-3,8,11,14-tetraoxa-5-aza-heptadecane-17-carboxylate CC(C)(OC(NCCOCCOCCOCCCC(=O)OCC=C)=O)C